5-(4-(ethyl(2-hydroxy-3-(5-methoxy-2H-benzo[d][1,2,3]triazol-2-yl)-5-methylbenzyl)amino)benzylidene)pyrimidine-2,4,6(1H,3H,5H)-trione C(C)N(C1=CC=C(C=C2C(NC(NC2=O)=O)=O)C=C1)CC1=C(C(=CC(=C1)C)N1N=C2C(=N1)C=CC(=C2)OC)O